O1COC2=C1C=CC(=C2)C=CC(=O)C2=CC=CC=C2 3-(1,3-benzodioxol-5-yl)-1-phenyl-2-propen-1-one